4-cyclopropyl-7-iodo-3,4-dihydrothieno[2,3-f][1,4]thiazepin-5(2H)-one 1,1-dioxide C1(CC1)N1CCS(C2=C(C1=O)SC(=C2)I)(=O)=O